OCC(CCCC(C(=O)[O-])(C)C1=CC(=CC=C1)I)(C)C.C1(=CC=CC2=CC=CC=C12)[C@H](C)[NH3+] (S)-1-(naphthalen-1-yl)ethan-1-aminium 7-hydroxy-2-(3-iodophenyl)-2,6,6-trimethylheptanoate